O.O.N1=CN=C(C2=C1NC=C2)C=2C=NN(C2)[C@H](CC#N)C2CCCC2 (R)-3-(4-(7H-pyrrolo[2,3-d]pyrimidin-4-yl)-1H-pyrazol-1-yl)-3-cyclopentylpropanenitrile di-hydrate